(E)-4-chloro-N-(2-cyano-4-(8-(4,6-dichloro-1-methyl-1H-benzo[d]imidazol-5-yl)indolizine-3-carbonyl)phenyl)but-2-enamide ClC/C=C/C(=O)NC1=C(C=C(C=C1)C(=O)C1=CC=C2C(=CC=CN12)C1=C(C2=C(N(C=N2)C)C=C1Cl)Cl)C#N